((1R,3S)-3-Aminocyclopentyl)carbamate N[C@@H]1C[C@@H](CC1)NC([O-])=O